C1(CC1)C=1N(C(=NN1)SCC(=O)NC=1SC2=C(C1C(=O)N)CCC(C2)C)C 2-{2-[(5-cyclopropyl-4-methyl-4H-1,2,4-triazol-3-yl)sulfanyl]acetamido}-6-methyl-4,5,6,7-tetrahydro-1-benzothiophene-3-carboxamide